FC1=CC=CC=2N=C(SC21)C 7-fluoro-2-methylbenzo[d]thiazole